BrC1=CC(=C(CNC=O)C=C1)[N+](=O)[O-] N-(4-bromo-2-nitrobenzyl)formamide